(+/-)-4-[2-(4-fluorophenyl)azepan-1-yl]-6-methyl-pyrimidin-2-amine FC1=CC=C(C=C1)[C@@H]1N(CCCCC1)C1=NC(=NC(=C1)C)N |r|